C(CC(=O)C)(=O)[O-].CC([O-])CC.CC([O-])CC.[Al+3] aluminum di(sec-butoxide) acetoacetate